Cl.NCC(=O)NCC=1C=NN(C1)CC1=CC2=C(C(=NO2)NS(=O)(=O)C2=C(C=CC(=C2)CC)OC)C(=C1)OC 2-amino-N-((1-((3-((5-ethyl-2-methoxyphenyl)sulfonamido)-4-methoxybenzo[d]isoxazol-6-yl)methyl)-1H-pyrazol-4-yl)methyl)acetamide hydrochloride